COC(C1=C(C=CC(=C1)CC1=NNC(C2=CC=C(C=C12)Br)=O)F)=O.C(C)(=O)N1CCC(CC1)N1N=CC(=C1)C#CC=1C(=CC(=NC1)Cl)N1CCC(CC1)=O 1-(5-((1-(1-acetylpiperidin-4-yl)-1H-pyrazol-4-yl)ethynyl)-2-chloropyridin-4-yl)piperidin-4-one methyl-5-[(7-bromo-4-oxo-3H-phthalazin-1-yl)methyl]-2-fluoro-benzoate